BrC(F)=C1CCCCC1 (bromofluoromethylene)cyclohexane